FC1=CC=C(C=C1)NC(=O)C1(COC1)C1=CC=C(C=C1)C1=C(C=C(C=C1)OC)CO N-(4-fluorophenyl)-3-(2'-(hydroxymethyl)-4'-methoxy-[1,1'-biphenyl]-4-yl)oxetane-3-carboxamide